tert-Butyl 7'-fluoro-4'-oxo-3',4'-dihydrospiro[azetidine-3,2'-[1]benzopyran]-1-carboxylate FC1=CC2=C(C(CC3(O2)CN(C3)C(=O)OC(C)(C)C)=O)C=C1